N1C(=CC2=NC=CC=C21)C(=O)N 1H-Pyrrolo[3,2-b]pyridine-2-carboxamide